tert-Butyl 2-(5-amino-1H-indol-2-yl)piperidine-1-carboxylate NC=1C=C2C=C(NC2=CC1)C1N(CCCC1)C(=O)OC(C)(C)C